ClC1=CC=C(C=C1)[C@@H]1C[C@H](C1)N1C(OC(=N1)CN1C=NC=2N=CN(C2C1=O)C([2H])([2H])[2H])=O trans-3-[3-(4-chlorophenyl)cyclobutyl]-5-[[6-oxo-7-(trideuteromethyl)purin-1-yl]methyl]-1,3,4-oxadiazol-2-one